BrC=1C=C2C(=NC(=NN2C1)Cl)N1CC(CC1)OCCN1CCCCC1 6-bromo-2-chloro-4-[3-[2-(1-piperidinyl)ethoxy]pyrrolidin-1-yl]pyrrolo[2,1-f][1,2,4]triazine